Dodecansulfonat C(CCCCCCCCCCC)S(=O)(=O)[O-]